amino-5'-deoxyadenosine N[C@@]1([C@H](O)[C@H](O)[C@@H](C)O1)N1C=NC=2C(N)=NC=NC12